C(C)N1N=C2N=C(C=NC2=C1)N[C@@H](C)C=1C=C(C=CC1C)NC(CC=1C=NC(=CC1)C)=O (S)-N-(3-(1-((2-ethyl-2H-pyrazolo[3,4-b]pyrazin-6-yl)amino)ethyl)-4-methylphenyl)-2-(6-methylpyridin-3-yl)acetamide